chloro-1-(1-methyl-1H-imidazol-4-yl)-4-(pyrrolidin-1-ylmethyl)-1H-pyrrolo[2,3-b]pyridine ClC1=CC=2C(=NC=CC2CN2CCCC2)N1C=1N=CN(C1)C